5-(2-methyl-4-nitrophenoxy)benzo[d]thiazole CC1=C(OC=2C=CC3=C(N=CS3)C2)C=CC(=C1)[N+](=O)[O-]